(S)-ethyl 1-amino-2-(1-(tert-butoxycarbonyl) pyrrolidin-2-yl)-4-(4-((4-fluoropyridin-2-yl)carbamoyl)phenyl)-1H-imidazole-5-carboxylate NN1C(=NC(=C1C(=O)OCC)C1=CC=C(C=C1)C(NC1=NC=CC(=C1)F)=O)[C@H]1N(CCC1)C(=O)OC(C)(C)C